tert-Butyl 6-(3-bromo-5-fluorophenyl)-2-azaspiro[3.4]octane-2-carboxylate BrC=1C=C(C=C(C1)F)C1CC2(CN(C2)C(=O)OC(C)(C)C)CC1